methyl 3-[(2,4-dichloro-5-pyrimidinyl)methoxy]bicyclo[1.1.1]pentane-1-carboxylate ClC1=NC=C(C(=N1)Cl)COC12CC(C1)(C2)C(=O)OC